(2R)-2-{4-[(3-chloro-2-methylphenyl)carbamoyl]-6-({[2-(trifluoromethyl)phenyl]carbonyl}amino)-1H-benzimidazol-2-yl}pyrrolidine-1-carboxylic acid tert-butyl ester C(C)(C)(C)OC(=O)N1[C@H](CCC1)C1=NC2=C(N1)C=C(C=C2C(NC2=C(C(=CC=C2)Cl)C)=O)NC(=O)C2=C(C=CC=C2)C(F)(F)F